6-(pyridin-4-yl)-1H-imidazo[4,5-b]pyrazin N1=CC=C(C=C1)C1=CN=C2C(=N1)NC=N2